3-(7-nitro-4-oxobenzo[d][1,2,3]triazin-3(4H)-yl)piperidin-2,6-dione [N+](=O)([O-])C=1C=CC2=C(N=NN(C2=O)C2C(NC(CC2)=O)=O)C1